2,2,6a,6b,9,9,12a-heptamethyl-10-oxo-1,3,4,5,6,6a,6b,7,8,8a,9,10,12a,12b,13,14b-hexadecahydropicene-4a(2H)-carboxylate CC1(CC2C3=CCC4C5(C=CC(C(C5CCC4(C3(CCC2(CC1)C(=O)[O-])C)C)(C)C)=O)C)C